(E)-2-methyl-but-2-enedicarboxylic acid-diethyl ester C(C)OC(=O)C(\C(=C\C)\C)C(=O)OCC